acryloyloxyethyl 2-hydroxypropylphthalate OC(CC1=C(C(C(=O)OCCOC(C=C)=O)=CC=C1)C(=O)[O-])C